C1(CC1)C1=CC(=NN1)NC1=NC(=NC2=CC=CC=C12)NC1=C2C=CNC2=CC=C1 N4-(5-cyclopropyl-1H-pyrazol-3-yl)-N2-(1H-indol-4-yl)quinazoline-2,4-diamine